bis[3-(triethoxysilyl)-propyl] disulfide C(C)O[Si](CCCSSCCC[Si](OCC)(OCC)OCC)(OCC)OCC